2-methoxy-4-(4-methylpiperazin-1-yl)-1-((2-(trimethylsilyl)ethoxy)-methyl)-1H-benzo[d]imidazole-6-carbonitrile COC1=NC2=C(N1COCC[Si](C)(C)C)C=C(C=C2N2CCN(CC2)C)C#N